O(P([O-])(=O)OP(=O)([O-])[O-])CC=C(C)CCC=C(C)CCC=C(C)C cis-farnesyl diphosphate